(S)-N-(7-chloro-6-(1-((3S,4S)-4-hydroxy-3-methyltetrahydrofuran-3-yl)piperidin-4-yl)isoquinolin-3-yl)-2,2-dimethyltetrahydro-2H-pyran-4-carboxamide ClC1=C(C=C2C=C(N=CC2=C1)NC(=O)[C@@H]1CC(OCC1)(C)C)C1CCN(CC1)[C@]1(COC[C@H]1O)C